4-((R)-sec-butyl)-4,5-dihydro-oxazole [C@@H](C)(CC)C1N=COC1